5-[(2-azidoethyl)amino]naphthalene-1-sulfonic acid N(=[N+]=[N-])CCNC1=C2C=CC=C(C2=CC=C1)S(=O)(=O)O